OC1=C(C=C(C=C1)/C=C/C(=O)C1=CC=C(C=C1)OC)OC (E)-3-(4-Hydroxy-3-methoxyphenyl)-1-(4-methoxyphenyl)prop-2-en-1-one